FOC(C=C)=O acrylic acid fluoroester